tert-Butyl 4-(3-(((benzyloxy)carbonyl)amino)propyl)piperidine-1-carboxylate C(C1=CC=CC=C1)OC(=O)NCCCC1CCN(CC1)C(=O)OC(C)(C)C